2-(3,3-difluoropyrrolidin-1-yl)-4-(2-(2-(trifluoromethyl)phenyl)azetidin-1-yl)pyrido[2,3-d]pyrimidine FC1(CN(CC1)C=1N=C(C2=C(N1)N=CC=C2)N2C(CC2)C2=C(C=CC=C2)C(F)(F)F)F